NC=1C(=C2C(=NC1)C=CS2)N[C@@H]2CC[C@H](CC2)CC(=O)OCC Ethyl [trans-4-[(6-aminothieno[3,2-b]pyridin-7-yl)amino]cyclohexyl]acetate